C(#N)C1=C(C=C(C=C1)N1[C@H](O[C@@H](C1)C(=O)N1CCC(CC1)C(=O)N)C(F)(F)F)C(F)(F)F 1-((2R,5S)-3-(4-cyano-3-(trifluoromethyl)phenyl)-2-(trifluoromethyl)oxazolidine-5-carbonyl)piperidine-4-carboxamide